6-amino-2-(3,5-dichloro-4-((4'-methyl-2'-oxospiro[cyclopropane-1,3'-indoline]-5'-yl)oxy)phenyl)-1,2,4-triazine-3,5(2h,4h)-dione NC=1C(NC(N(N1)C1=CC(=C(C(=C1)Cl)OC=1C(=C2C3(C(NC2=CC1)=O)CC3)C)Cl)=O)=O